C(C1=CC=CC=C1)N1C[C@@H]([C@H](C1)N(C)C)C1=CC=C(C=C1)N1CCN(CC1)C(=O)OC(C)(C)C tert-butyl 4-{4-[(3S,4R)-1-benzyl-4-(dimethylamino)pyrrolidin-3-yl] phenyl}piperazine-1-carboxylate